(2S,4R)-1-[(2S)-2-(4-cyclopropyltriazol-1-yl)-3,3-dimethyl-butanoyl]-4-hydroxy-N-[[5-(1-hydroxyethyl)-6-methyl-2-pyridyl]methyl]pyrrolidine-2-carboxamide C1(CC1)C=1N=NN(C1)[C@H](C(=O)N1[C@@H](C[C@H](C1)O)C(=O)NCC1=NC(=C(C=C1)C(C)O)C)C(C)(C)C